isopropyl (S)-6-diazo-5-oxo-2-((((R)-1-(pivaloyloxy)ethoxy)carbonyl)amino)hexanoate [N+](=[N-])=CC(CC[C@@H](C(=O)OC(C)C)NC(=O)O[C@H](C)OC(C(C)(C)C)=O)=O